C(C)(C)(C)OC(=O)N1CC(C1)(C(N(CC1=NC=C(C=C1)C=1OC(=NN1)C(F)(F)F)C1=CC(=CC=C1)F)=O)F 3-fluoro-3-((3-fluorophenyl)((5-(5-(trifluoromethyl)-1,3,4-oxadiazol-2-yl)pyridin-2-yl)methyl)carbamoyl)azetidine-1-carboxylic acid tert-butyl ester